ClC1=NC=C(C(=C1)N(C1CCC(CC1)N)CC(F)F)C1=NN2C(CCCC2)=C1 (1s,4s)-N1-(2-Chloro-5-(4,5,6,7-tetrahydropyrazolo[1,5-a]pyridin-2-yl)pyridin-4-yl)-N-(2,2-difluoroethyl)cyclohexane-1,4-diamine